C(=O)(O)C1=CC(=C(C=C1)N1C=NC2=C1C1=C(OC2=O)C=CC=C1)C 1-(4-carboxy-2-methylphenyl)-[1]benzopyrano[3,4-d]imidazol-4(1H)-one